5-(6,7-dimethoxy-2-(4-(pyridin-3-yl)-1H-pyrazol-1-yl)quinazolin-4-yl)-N,N-dimethylpyridin-2-amine COC=1C=C2C(=NC(=NC2=CC1OC)N1N=CC(=C1)C=1C=NC=CC1)C=1C=CC(=NC1)N(C)C